ClC1=CC(=NC=C1)C=NSC(C)(C)C N-((4-chloropyridin-2-yl)methylene)-2-methylpropan-2-sulfenamide